Cl.BrCCNC(=O)NC=1C=NC2=CC=CC=C2C1 1-(2-bromoethyl)-3-quinolin-3-ylurea hydrochloride